3,5-dinitroperoxybenzeneAt [N+](=O)([O-])C=1C=C(C=C(C1)[N+](=O)[O-])C(=O)O[O-]